6-(4-chlorophenyl)-N-(2-hydroxy-2-methylpropyl)-2-(1-methyl-1H-pyrazol-4-yl)-3-oxo-2,3-dihydropyridazine-4-carboxamide ClC1=CC=C(C=C1)C=1C=C(C(N(N1)C=1C=NN(C1)C)=O)C(=O)NCC(C)(C)O